C(#N)C1(CCN(CC1)C(=O)NC=1SC(=C(N1)C1=CC(=CC=C1)C#N)C1=CC(=NC(=C1)C)C)COC 4-cyano-N-[4-(3-cyanophenyl)-5-(2,6-dimethyl-4-pyridinyl)thiazol-2-yl]-4-(methoxymethyl)piperidine-1-carboxamide